COC(=O)C1N(CCC1)C(COC1=C(C=CC=C1)CC=1NC(C2=C(N1)N(N=C2)C2CCCC2)=O)=O 1-{[2-(1-cyclopentyl-4-oxo-4,5-dihydro-1H-pyrazolo[3,4-d]pyrimidin-6-ylmethyl)-phenoxy]-acetyl}-pyrrolidine-2-carboxylic acid methyl ester